Cl[C@@H](C(=O)OCC)CC ethyl (R)-2-chlorobutyrate